1-(5-methoxy-1H-indol-3-yl)isoquinoline tert-butyl-3-(((1R,2R)-2-((tosyloxy)methyl)cyclopropyl)methoxy)propanoate C(C)(C)(C)OC(CCOC[C@H]1[C@@H](C1)COS(=O)(=O)C1=CC=C(C)C=C1)=O.COC=1C=C2C(=CNC2=CC1)C1=NC=CC2=CC=CC=C12